(R)-6-chloro-3-((1-(2-cyano-7-methyl-3-(4-(3-(trifluoromethyl)-1H-pyrazol-1-yl)piperidin-1-yl)quinoxalin-5-yl)ethyl)amino)picolinic acid ClC1=CC=C(C(=N1)C(=O)O)N[C@H](C)C1=C2N=C(C(=NC2=CC(=C1)C)C#N)N1CCC(CC1)N1N=C(C=C1)C(F)(F)F